(3-(diethylamino)propyl)carboxamide C(C)N(CCCC(=O)N)CC